C(C)N(C([O-])=O)C(C(=NNC1=CC(=C(C(=C1)Cl)OC=1C=C2C3(C(NC2=CC1)=O)C(C3)C)Cl)C#N)=O.C(=O)(O)C[N+](C)(C)CCCCCCCCCCCC N-carboxymethyl-N,N-dimethyldodecyl-ammonium ethyl-(2-cyano-2-(2-(3,5-dichloro-4-((2-methyl-2'-oxospiro[cyclopropane-1,3'-indolin]-5'-yl)oxy)phenyl)hydrazineylidene)acetyl)carbamate